5-(chloromethyl)-2-phenoxy-pyridine ClCC=1C=CC(=NC1)OC1=CC=CC=C1